NC1=NC(=NC(=N1)NC1CCCCC1)C(C(C(F)(F)F)(F)F)(F)F 2-amino-4-cyclohexylamino-6-heptafluoropropyl-1,3,5-triazine